4-[4-[6,9-bis(methylsulfonyloxy)-1,5-dihydro-3H-2,4-benzodioxepin-3-yl]-2-thiazolyl]-1-[2-[5-methyl-3-(trifluoromethyl)-1H-pyrazol-1-yl]acetyl]piperidine CS(=O)(=O)OC1=CC=C(C=2COC(OCC21)C=2N=C(SC2)C2CCN(CC2)C(CN2N=C(C=C2C)C(F)(F)F)=O)OS(=O)(=O)C